FC1=CN=C(C2=CC=CC(=C12)S(=O)(=O)N1C(CN(CCC1)C(=O)OC(C)(C)C)C)O 4-fluoro-5-((N-t-butoxycarbonyl-2-methyl-1,4-diazacycloheptan-1-yl)sulfonyl)isoquinolin-1-ol